5-chloro-3-fluoro-2-(4-{[(3R)-1-methylpiperidin-3-yl]amino}pyrrolo[1,2-d][1,2,4]triazin-1-yl)phenol ClC=1C=C(C(=C(C1)O)C=1C=2N(C(=NN1)N[C@H]1CN(CCC1)C)C=CC2)F